COC(C1=C(C=C(C(=C1)F)C1=CC=CC=2CN(COC21)C(C2=C(C=C(C=C2Cl)C=2C=NN(C2)C)Cl)=O)N2CC1CCC(C2)O1)=O 4-[3-[2,6-Dichloro-4-(1-methylpyrazol-4-yl)benzoyl]-2,4-dihydro-1,3-benzoxazin-8-yl]-5-fluoro-2-(8-oxa-3-azabicyclo[3.2.1]oct-3-yl)benzoic acid methyl ester